4-chloro-5-methyl-1-oxo-5,6,7,8-tetrahydro-1λ5-Quinoline ClC1=CC=N(C=2CCCC(C12)C)=O